4-(furo[3,2-c]pyridin-4-yl)-N-[1-(5-methylpyrimidin-2-yl)piperidin-4-yl]benzamide O1C=CC=2C(=NC=CC21)C2=CC=C(C(=O)NC1CCN(CC1)C1=NC=C(C=N1)C)C=C2